(R)-1-(2,5-difluoropyridin-3-yl)ethyl (4-(5-(2-(3-chlorophenyl)pyrimidine-5-carboxamido)pyridin-2-yl)-1-methyl-1H-1,2,3-triazol-5-yl)carbamate ClC=1C=C(C=CC1)C1=NC=C(C=N1)C(=O)NC=1C=CC(=NC1)C=1N=NN(C1NC(O[C@H](C)C=1C(=NC=C(C1)F)F)=O)C